N-(1-(3-(4,6-Dimethyl-5-oxo-5,6-dihydro-4H-1,3,4-oxadiazin-2-yl)pyrazin-2-yl)ethyl)-3,5-bis(trifluoromethyl)benzamide CN1N=C(OC(C1=O)C)C=1C(=NC=CN1)C(C)NC(C1=CC(=CC(=C1)C(F)(F)F)C(F)(F)F)=O